FC(C(C(C(C(C(F)(F)F)(F)F)(F)F)(F)F)(F)F)=O.[Na] Sodium perfluoro-1-hexanone